CC[C@@]1(CC[C@@]2([C@@H](C1)CC[C@@H]3[C@H]2CCCC3(C)C)C)C ROSANE